CC1=C2C=C(N(C2=CC=C1CN1CCC2(CN(C2)C2=NC=NC3=CC=C(C=C23)CC(F)(F)F)CC1)CC1CC(NCC1)=O)C#N 4-Methyl-1-[(2-oxopiperidin-4-yl)methyl]-5-({2-[6-(2,2,2-trifluoroethyl)quinazolin-4-yl]-2,7-diazaspiro[3.5]non-7-yl}methyl)-1H-indole-2-carbonitrile